(6R)-perhydro-3,6-dimethyl-benzo[B]furan-2-one CC1C2C(OC1=O)C[C@@H](CC2)C